N-(1-(7-Methoxyquinolin-5-yl)cyclopropyl)-2-methyl-5-(((7S,9aR)-2-methyloctahydro-2H-pyrido[1,2-a]pyrazin-7-yl)oxy)benzamide COC1=CC(=C2C=CC=NC2=C1)C1(CC1)NC(C1=C(C=CC(=C1)O[C@H]1CC[C@H]2N(CCN(C2)C)C1)C)=O